NC1=C(N=CC(=N1)N1CCC2(CC=C([C@H]2N)C2CC2)CC1)SC1=C(C(=NC=C1)N)Cl (S)-8-(6-amino-5-((2-amino-3-chloropyridine-4-yl)thio)pyrazin-2-yl)-2-cyclopropyl-8-azaspiro[4.5]dec-2-ene-1-amine